2-(2-Bromoacetamido)-3-[2-(trifluoromethyl)benzoyl]-4H,5H,6H-cyclopenta[b]thiophene-5-carboxylic acid methyl ester COC(=O)C1CC2=C(SC(=C2C(C2=C(C=CC=C2)C(F)(F)F)=O)NC(CBr)=O)C1